NC1(COC1)CNC1=NC(=NC2=CC=C(C=C12)C)N1CCS(C2=C(C1)C=CC=C2)(=NC2COC2)=O 4-(4-(((3-aminooxetane-3-yl)methyl)amino)-6-methylquinazolin-2-yl)-1-(oxetane-3-ylimino)-2,3,4,5-tetrahydro-1H-1λ4-benzo[f][1,4]thiazepine-1-oxide